OC1=C(C(N(C=C1)C)=O)NC(N[C@@H](CC(=O)O)C=1C=C(C=CC1)C1=C(C=CC=C1)OC(F)(F)F)=O (S)-3-(3-(4-hydroxy-1-methyl-2-oxo-1,2-dihydropyridin-3-yl)ureido)-3-(2'-(trifluoromethoxy)biphenyl-3-yl)propionic acid